C(C)OP(=O)(OCC)C(C(=O)OC(C)(C)C)CC1=NC(=NO1)CCCCCCCC tert-butyl 2-(diethoxyphosphoryl)-3-(3-octyl-1,2,4-oxadiazol-5-yl)propanoate